C(CCCCCCCC)C=1NN=CC1O 3-nonyl-2H-pyrazol-4-ol